(S)-2-amino-3-(4-(6-methyl-1,2,4,5-tetrazin-3-yl)phenyl)propionic acid N[C@H](C(=O)O)CC1=CC=C(C=C1)C=1N=NC(=NN1)C